ClC1=NCN(C2=CC(=CC=C12)OC)CC1CC1 4-chloro-1-(cyclopropylmethyl)-7-methoxy-quinazoline